Cl.C1(CC1)CN1CC2=CC(=CC=C2CC1)N(C1=CC=C(C=C1)S(=O)(=O)N)C 4-((2-(cyclopropylmethyl)-1,2,3,4-tetrahydroisoquinolin-7-yl)(methyl)amino)benzenesulfonamide hydrochloride